C1=C(C=CC2=CC=CC=C12)C(=O)N1C(C2=CC=CC=C2C1=O)=O 2-(2-naphthoyl)isoindoline-1,3-dione